CN(C)CC=1CNC=CC1C 3-((dimethylamino)methyl)-4-methyl-1H-pyridine